ClC1=C(C(=C2N1CCN(C2)C(=O)NC2COC2)C(=O)N)C2=CC(=CC=C2)F 6-chloro-7-(3-fluorophenyl)-N2-(oxetan-3-yl)-3,4-dihydropyrrolo[1,2-a]pyrazine-2,8(1H)-dicarboxamide